t-butyl 4-chloro-1-(5-(4-(imidazo[1,2-a]pyridin-3-yl) (trifluoromethyl)benzyl)octahydropyrrolo[3,4-c]pyrrole-2-carbonyl)-1H-pyrazolecarboxylate ClC=1C(=NN(C1)C(=O)N1CC2CN(CC2C1)C(C1=CC=C(C=C1)C1=CN=C2N1C=CC=C2)C(F)(F)F)C(=O)OC(C)(C)C